C(C)(C)(C)OC(=O)N1CC=2N(N=C(C2C1)N)CC1=CC=C(C=C1)OC 3-amino-1-(4-methoxybenzyl)-4,6-dihydropyrrolo[3,4-c]pyrazole-5(1H)-carboxylic acid tert-butyl ester